(2-Methoxy-ethoxy)-acetic acid 7-[4-(4-benzo[b]thiophen-4-ylpiperazin-1-yl)butoxy]-4,4-dimethyl-2-oxo-3,4-dihydro-2H-quinolin-1-ylmethyl ester S1C2=C(C=C1)C(=CC=C2)N2CCN(CC2)CCCCOC2=CC=C1C(CC(N(C1=C2)COC(COCCOC)=O)=O)(C)C